C(C)(C)(C)N1C[C@H](C(C1)(C1=CC=CC=C1)C1=CC=CC=C1)C(=O)NC1=CC=C(C=C1)C=1C=NC(=CC1)C(F)(F)F tert-Butyl-(3S,4R)-4-phenyl-N-{4-[6-(trifluoromethyl)pyridin-3-yl]phenyl}4-phenylpyrrolidine-3-carboxamide